BrC=1C=C(C=C2C(N(C(=NC12)C1(CCOCC1)C)C1CC1)=O)F 8-bromo-3-cyclopropyl-6-fluoro-2-(4-methyltetrahydropyran-4-yl)quinazolin-4-one